S1C(=NC=C1)SC=1C=2N(C=CC1)C(=NC2)C(C)(C)NC(=O)C2[C@H]1CN(C[C@@H]21)C(=O)OC(C)(C)C tert-butyl (1R,5S,6R)-6-((2-(8-(thiazol-2-ylthio)imidazo[1,5-a]pyridin-3-yl)propan-2-yl)carbamoyl)-3-azabicyclo[3.1.0]hexane-3-carboxylate